ethyl 6-bromo-2-ethylimidazo[1,2-a]pyrimidine-3-carboxylate BrC=1C=NC=2N(C1)C(=C(N2)CC)C(=O)OCC